2-(((5-(tert-butyl)-6-chloro-1H-indazol-3-yl)amino)methyl)-1-isopropyl-4-methyl-1H-imidazole-5-carboxamide C(C)(C)(C)C=1C=C2C(=NNC2=CC1Cl)NCC=1N(C(=C(N1)C)C(=O)N)C(C)C